C(C1=CC=CC=C1)OC[C@H]1[C@@H](C1)COC1=C(C=CC(=N1)C(=O)NC(C(=O)O)(CC)CC)Br |r| (Rac)-trans-2-[[6-[[2-(benzyloxymethyl)cyclopropyl]methoxy]-5-bromo-pyridine-2-carbonyl]amino]-2-ethyl-butanoic acid